2,2'-(octadecyl-imino)diethanol tert-butyl-(7-(4,4,5,5-tetramethyl-1,3,2-dioxaborolan-2-yl)benzo[d][1,3]dioxolan-4-yl)carbamate C(C)(C)(C)N(C(=O)OCCN(CCO)CCCCCCCCCCCCCCCCCC)C1=CC=C(C=2OCOC21)B2OC(C(O2)(C)C)(C)C